2-methylthio-N6-methyladenine CSC1=NC(=C2NC=NC2=N1)NC